The molecule is a fatty acid methyl ester resulting from the formal condensation of the carboxy group of octanoic acid with the hydroxy group of methanol. It has a role as a metabolite. It is a fatty acid methyl ester and an octanoate ester. CCCCCCCC(=O)OC